NCC=1C=CC(=C(C(=O)N[C@H](C)C2=CC(=NC3=CC=CC=C23)C=2C=C(N(C2)C)C(=O)NC)C1)C (R)-4-(4-(1-(5-(aminomethyl)-2-methylbenzamido)ethyl)quinolin-2-yl)-N,1-dimethyl-1H-pyrrole-2-carboxamide